BrC=1C=C2C(=C(N(C2=CC1)CCOC1CCOCC1)C=1C(=NC=C(C1)[C@H]1CN(CC1)C1CC1)[C@H](C)OC)CC(CO)(C)C 3-(5-bromo-2-(5-((S)-1-cyclopropylpyrrolidin-3-yl)-2-((S)-1-methoxyethyl)pyridin-3-yl)-1-(2-((tetrahydro-2H-pyran-4-yl)oxy)ethyl)-1H-indol-3-yl)-2,2-dimethylpropan-1-ol